CCCOC(=O)C1=CC(=C(C(=C1)O)O)O n-propyl 3,4,5-trihydroxybenzoate